FC1=CC(=C(C=C1)C(=O)N1CCC(CC1)N(C1=CC=C(C=C1)C(F)(F)F)C=1C=NC=CC1OC)S(=O)(=O)C (4-Fluoro-2-(methylsulfonyl)phenyl)(4-((4-methoxypyridin-3-yl)(4-(tri-fluoromethyl)phenyl)amino)piperidin-1-yl)methanone